C(C)(=O)O.C(C)(C)(C)OC(=O)N1[C@H](C[C@H](CC1)C1=CC=CC=C1)C(N[C@H](C(=O)NCC=1SC(=CC1)C(N)=N)C)=O (2R,4S)-2-(((S)-1-(((5-amidinothiophen-2-yl)methyl)amino)-1-oxoprop-2-yl)carbamoyl)-4-phenylpiperidine-1-carboxylic acid tert-butyl ester acetate